CC(CSC1=C(C=CC=C1)C(F)(F)F)(C)N 2-Methyl-1-((2-(trifluoromethyl)phenyl)sulfanyl)propan-2-amine